3-(1-methylcyclopropyl)-6-((1-phenylethyl)amino)pyrimidine-2,4(1H,3H)-dione CC1(CC1)N1C(NC(=CC1=O)NC(C)C1=CC=CC=C1)=O